N1C=CC=2C1=NC=C(C2)OC2=C(C(=O)NS(=O)(=O)C1=CC(=CC=C1)[N+](=O)[O-])C=CC(=C2)N2CCN(CC2)C2CCCC1=CC=CC(=C21)C2=CC=C(C=C2)Cl 2-((1H-pyrrolo[2,3-b]pyridin-5-yl)oxy)-4-(4-(8-(4-chlorophenyl)-1,2,3,4-tetrahydronaphthalen-1-yl)piperazin-1-yl)-N-((3-nitrophenyl)sulfonyl)benzamide